COC1=CC=C(C=C1)CN1C2=[N+](C=CC=3C=CC=C(C1=O)C23)[O-] 2-[(4-Methoxyphenyl)methyl]-11-oxido-2-aza-11-azoniatricyclo[6.3.1.04,12]dodeca-1(11),4,6,8(12),9-pentaen-3-one